ClC1=CC2=C(N=N1)N(C=C2)[C@@H]2[C@@H]1CC[C@H](CC2)N1C(=O)OC(C)(C)C |o1:10,11,14| tert-butyl (1S*,2S*,5S*)-2-(3-chloro-7H-pyrrolo[2,3-c]pyridazin-7-yl)-8-azabicyclo[3.2.1]octane-8-carboxylate